C(C=C)N(C(C=CCCC)=O)CC=C N,N-diallyl-2-hexenamide